Cl[Na] chloro-sodium